C(=O)(OCC1C2=CC=CC=C2C2=CC=CC=C12)C1C(=O)N(C(C1)=O)O FMOC-N-hydroxysuccinimide